CC1=C(C=CC=C1C)N=NC1=CC=CC=C1 2,3-dimethyl-azobenzene